t-butyl-propylamine C(C)(C)(C)NCCC